[Al].C(CC(=O)C)(=O)OCCCCCCCCC=CCCCCCCCC 9-octadecenyl acetoacetate aluminum